CN1N=CC(=C1)C1=CN=CC(=N1)C(=O)N 6-(1-methyl-1H-pyrazol-4-yl)pyrazine-2-carboxamide